OC=1C=C(C(=O)NCCC(=O)O)C=CC1 3-(3-hydroxybenzamido)propionic acid